FC(CS)(F)F trifluoro-ethyl mercaptan